2-(6-chloro-2-oxo-4-phenyl-1-propyl-1,2-dihydroquinolin-3-yl)pentanoic acid ClC=1C=C2C(=C(C(N(C2=CC1)CCC)=O)C(C(=O)O)CCC)C1=CC=CC=C1